(2S)-2-[[3-(4-aminophenyl)imidazo[1,2-b]pyridazin-6-yl]amino]-3-methyl-butan-1-ol NC1=CC=C(C=C1)C1=CN=C2N1N=C(C=C2)N[C@H](CO)C(C)C